N-(6-amino-5-ethyl-3-pyridyl)-2-[5-methyl-2-(2-methyl-1,3-benzothiazol-5-yl)-1-piperidyl]-2-oxo-acetamide NC1=C(C=C(C=N1)NC(C(=O)N1C(CCC(C1)C)C=1C=CC2=C(N=C(S2)C)C1)=O)CC